FC(C(C(F)(F)F)(C1=CC(=C(C=C1)NC(C1=CC=CC=C1)=O)C(F)(F)F)F)(F)F N-(4-(perfluoropropan-2-yl)-2-(trifluoromethyl)phenyl)benzamide